L-3-chlorophenol ClC=1C=C(C=CC1)O